Cl.ClC=1C(=NC=C(C1)OC)N1CCNCC1 1-(3-chloro-5-methoxy-2-pyridinyl)piperazine hydrochloride